1,2-dimethyl-{o-xylene} CC1(C(C=CC=C1)(C)C)C